ClC1=CC2=C(N=C(S2)NC(COC2=C(OC3=CC=CC=C3C2=O)C2=CC=CC=C2)=O)C=C1 N-(6-chlorobenzo[d]thiazol-2-yl)-2-((4-oxo-2-phenyl-4H-chromen-3-yl)oxy)acetamide